BrC1=NC=CC(=C1)C=1C=C(NC1C1=CC=C(C=C1)F)C1CC(N(CC1)C(=O)OC(C)(C)C)C tert-Butyl 4-(4-(2-bromopyridin-4-yl)-5-(4-fluorophenyl)-1H-pyrrol-2-yl)-2-methylpiperidine-1-carboxylate